6-(5-{[(2-ethylphenyl)methyl]carbamoyl}-6-methoxypyridin-3-yl)-N-methyl-1H-indazole-3-carboxamide C(C)C1=C(C=CC=C1)CNC(=O)C=1C=C(C=NC1OC)C1=CC=C2C(=NNC2=C1)C(=O)NC